ClC1=CC=C(C=C1)C1(CC1)C(=O)N1[C@@H](C[C@@H](C1)C)C(=O)N[C@H](C#C)CC(=O)N (2S,4S)-1-[1-(4-chlorophenyl)cyclopropanecarbonyl]-4-methyl-N-[(1S)-1-(2-amino-2-oxo-ethyl)prop-2-ynyl]pyrrolidine-2-carboxamide